2-amino-N-((3-(3-fluoro-4-(4-(oxetan-3-yl)piperazin-1-yl)phenyl)-2-oxooxazolidin-5-yl)methyl)acetamide NCC(=O)NCC1CN(C(O1)=O)C1=CC(=C(C=C1)N1CCN(CC1)C1COC1)F